ClC[C@H]1C[C@H](NC1)CONC(=O)[C@H]1N2C(N([C@H](CC1)C2)OS(=O)(=O)O)=O (2S,5R)-N-{[(2S,4S)-4-Chloromethyl-pyrrolidin-2-yl]methyloxy}-7-oxo-6-(sulfooxy)-1,6-diazabicyclo[3.2.1]octane-2-carboxamide